BrC1=C(C(=CC=C1)Cl)N1N2C(C3=C(C1=O)C=NC(=N3)NC3=CC(=C(C=C3)N3CCN(CC3)C)C)=NC=C2 6-(2-bromo-6-chlorophenyl)-2-((3-methyl-4-(4-methylpiperazin-1-yl)phenyl)amino)imidazo[1,2-b]pyrimido[4,5-d]pyridazin-5(6H)-one